4-Amino-8-(3-fluoro-6-((4-methylpiperazin-1-yl)methyl)pyridin-2-yl)-2-oxo-N-propyl-1,2-dihydroquinoline-3-carboxamide 5-bromobicyclo[4.2.0]oct-1(6),2,4-trien-3-yl-acetate BrC1=CC(=CC=2CCC12)CC(=O)O.NC1=C(C(NC2=C(C=CC=C12)C1=NC(=CC=C1F)CN1CCN(CC1)C)=O)C(=O)NCCC